[7-[4-[[2-[(3R,4R)-3-fluoro-4-(prop-2-enylamino)pyrrolidin-1-yl]-9-methyl-purin-6-yl]amino]-3-methoxy-pyrazol-1-yl]heptyl]carbamic acid tert-butyl ester C(C)(C)(C)OC(NCCCCCCCN1N=C(C(=C1)NC1=C2N=CN(C2=NC(=N1)N1C[C@H]([C@@H](C1)NCC=C)F)C)OC)=O